NC1=NC(=C2N=CN(C2=N1)CC(=O)NC1=CC(=NN1CC)C)NCC1=CC=CC=C1 2-(2-amino-6-(benzylamino)-9H-purin-9-yl)-N-(1-ethyl-3-methyl-1H-pyrazol-5-yl)acetamide